N1CCC(CC1)C1=CC=C(C=C1)S(=O)(=O)NC=1SC=C(N1)C(=O)O [4-(piperidin-4-yl)(phenyl)sulfonamido]-1,3-thiazole-4-carboxylic acid